ClC1=C(C=NC=C1F)CC1CC1 4-chloro-3-(cyclopropylmethyl)-5-fluoropyridine